(R)-(3-(3-bromophenyl)oxetan-3-yl)(4-methyl-4H-1,2,4-triazol-3-yl)methanol BrC=1C=C(C=CC1)C1(COC1)[C@@H](O)C1=NN=CN1C